(E)-6-chloro-2-methyl-4-(pyrrolidin-2-ylmethylene)-1,4-dihydroisoquinolin-3(2H)-one ClC=1C=C2\C(\C(N(CC2=CC1)C)=O)=C/C1NCCC1